[2-(2,6-dioxopiperidin-3-yl)-4-methoxy-3-oxo-2,3-dihydro-1H-isoindol-5-yl]methyl N-[4-(4,5-difluoro-2-methoxyphenoxy)-2-methylphenyl]carbamate FC1=CC(=C(OC2=CC(=C(C=C2)NC(OCC=2C(=C3C(N(CC3=CC2)C2C(NC(CC2)=O)=O)=O)OC)=O)C)C=C1F)OC